[Br-].COC(=O)C1(CC1)[Zn+] (1-(methoxy-carbonyl)cyclopropyl)zinc(II) bromide